O=C1NC=2N(C=C1)N=NC2C(=O)OC methyl 5-oxo-4H-[1,2,3]triazolo[1,5-a]pyrimidine-3-carboxylate